5-(3-ethyl-4-methoxy-phenyl)-2-(4-ethyl-3-piperidyl)oxazole C(C)C=1C=C(C=CC1OC)C1=CN=C(O1)C1CNCCC1CC